1-(5-((5-chloro-4-(2'-chloro-[1,1'-biphenyl]-3-yl)pyrimidin-2-yl)amino)pyridin-3-yl)pyrrolidin-2-one ClC=1C(=NC(=NC1)NC=1C=C(C=NC1)N1C(CCC1)=O)C=1C=C(C=CC1)C1=C(C=CC=C1)Cl